NC=1C(=CC(=C(C(=O)OC)C1)F)F methyl 5-amino-2,4-difluoro-benzoate